C(C1=CC=CC=C1)N(C(O)=O)C1=CC=C(C=C1)C(=O)C1=C(N=C(S1)N(C1=CC=C(C=C1)F)[C@@H](C(=O)N)C)N.C(C)(C)(C)OC(=O)NC(=N)NC(=O)OC(C)(C)C |r| 1,3-bis(t-butoxy-carbonyl)guanidine rac-benzyl-N-[4-[4-amino-2-(N-(2-amino-1-methyl-2-oxo-ethyl)-4-fluoro-anilino)thiazole-5-carbonyl]phenyl]carbamate